COCCOCC=1C=C2C=C(N(C2=C(C1)N)C)C1=CC=CC=C1 5-((2-methoxyethoxy)methyl)-1-methyl-2-phenyl-indol-7-amine